3-(3,4-Dihydro-2H-1,5-benzodioxepin-7-yl)-1-[2-hydroxy-4-(methoxymethyl)phenyl]prop-2-en-1-one O1CCCOC2=C1C=CC(=C2)C=CC(=O)C2=C(C=C(C=C2)COC)O